C(C)(=O)OCC1(CCOCC1)C1=CC(=C(C=C1OCC1=CC=CC=C1)CC(=O)O)F 2-[4-[4-(acetoxymethyl)tetrahydropyran-4-yl]-5-benzyloxy-2-fluoro-phenyl]acetic acid